Diphenyl-hydantoic acid C1(=CC=CC=C1)C(C(=O)O)(NC(=O)N)C1=CC=CC=C1